[N+](=O)([O-])C1=CC=C(C=C1)N(C1=CC=C(C=C1)[N+](=O)[O-])C1=CC=C(C=C1)[N+](=O)[O-] tri(4-nitrophenyl)amine